5-(5-bromo-3-nitropyridin-2-yl)-1-methyl-1H-pyrazole-3-carboxylic acid methyl ester COC(=O)C1=NN(C(=C1)C1=NC=C(C=C1[N+](=O)[O-])Br)C